(1S,4S)-5-(7-bromo-6-chloro-8-fluoro-quinazolin-4-yl)-2,5-diazabicyclo[2.2.1]Heptane BrC1=C(C=C2C(=NC=NC2=C1F)N1[C@@H]2CN[C@H](C1)C2)Cl